CC1(C(NN=C(O1)C=1C(=NC=CN1)C(C)N(C(C1=CC(=CC(=C1)C(F)(F)F)C(F)(F)F)=O)C)=O)C N-(1-(3-(6,6-dimethyl-5-oxo-5,6-dihydro-4H-1,3,4-oxadiazin-2-yl)pyrazin-2-yl)ethyl)-N-methyl-3,5-bis(trifluoromethyl)benzamide